6-bromo-2-(5-bromo-2-cyclopropyl-pyrazol-3-yl)-8-methyl-3,1-benzoxazin-4-one BrC=1C=C(C2=C(C(OC(=N2)C=2N(N=C(C2)Br)C2CC2)=O)C1)C